NC=1N=CC(=NC1OCC1=C(C(=CC=C1F)F)Cl)C=1C=C(C(=O)O)C=CC1 3-[5-amino-6-(2-chloro-3,6-difluoro-benzyloxy)-pyrazin-2-yl]-benzoic acid